C(C=C)(=O)N1C[C@@H]2COC3=C(C(N2CC1)=O)C(=NC(=C3Cl)C3=C(C=CC=C3O)F)NC(C)(C)C (6aR)-8-propenoyl-1-(tert-butylamino)-4-chloro-3-(2-fluoro-6-hydroxyphenyl)-6,6a,7,8,9,10-hexahydro-12H-pyrazino[2,1-c]pyrido[3,4-f][1,4]oxazepin-12-one